Cl.C(C)(C)C1=C(NC2=CC=C(C=C12)C1CCNCC1)C=1C(=C(C=2N(C1)N=CN2)C)C 6-(3-isopropyl-5-(piperidin-4-yl)-1H-indol-2-yl)-7,8-dimethyl-[1,2,4]triazolo[1,5-a]pyridine hydrochloride